(S,E)-3-(7-amino-8-oxo-6,7,8,9-tetrahydro-5H-pyrido[2,3-b]azepin-3-yl)-N-methyl-N-((3-methylbenzo[b]thiophen-2-yl)methyl)acrylamide N[C@H]1CCC2=C(NC1=O)N=CC(=C2)/C=C/C(=O)N(CC2=C(C1=C(S2)C=CC=C1)C)C